NC=1C=2N(C(=CN1)CN1CCNCC1)C(=NC2C2=CC=C(C1=CC=CC=C21)NC(NC2=CC(=CC=C2)C(F)(F)F)=O)C(C)C 3-{4-[8-amino-5-(piperazin-1-ylmethyl)-3-(propan-2-yl)imidazo[1,5-a]pyrazin-1-yl]naphthalen-1-yl}-1-[3-(trifluoromethyl)phenyl]urea